ClC=1C=2N(C=CN1)C(=CN2)C2=CC=C(C=C2)OC(F)F 8-chloro-3-[4-(difluoro-methoxy)phenyl]imidazo[1,2-a]pyrazine